ClC=1C=C(C=CC1Cl)N1C(N(C2(C1=O)CCCNCC2)CC)=O 3-(3,4-dichlorophenyl)-1-ethyl-1,3,9-triazaspiro[4.6]undecane-2,4-dione